C(CC(C)C)(=O)OCC=CCCCC Hept-2-En-1-Yl Isovalerate